Cl.O=C(CNCC(=O)O)OC=C 2-Oxo-2-(vinyloxy)ethylglycinate hydrochloride